(S)-2-(tert-butoxycarbonylamino)-3-(3-((R)-2,3-dihydro-1H-inden-1-yl)ureido)propanoic acid C(C)(C)(C)OC(=O)N[C@H](C(=O)O)CNC(=O)N[C@@H]1CCC2=CC=CC=C12